CC1=C2C(=NC=C1)CC(C2)(C(=O)OCC)C(=O)OCC diethyl 4-methyl-5,7-dihydrocyclopenta[b]pyridine-6,6-dicarboxylate